1-[(2-methylpropanoyl)oxy]ethyl piperidine-1-carboxylate N1(CCCCC1)C(=O)OC(C)OC(C(C)C)=O